NC1=NC(N(C=C1F)[C@@H]1O[C@]([C@H]([C@@H]1F)O)(C(F)(F)F)CO)=O 4-amino-5-fluoro-1-((2R,3S,4R,5R)-3-fluoro-4-hydroxy-5-(hydroxymethyl)-5-(trifluoromethyl)tetrahydrofuran-2-yl)pyrimidin-2(1H)-one